7-[[5-(4-hydroxy-1-piperidyl)-2-pyridyl]amino]-4-(7-methylpyrrolo[2,3-d]pyrimidin-4-yl)isoindolin-1-one OC1CCN(CC1)C=1C=CC(=NC1)NC=1C=CC(=C2CNC(C12)=O)C=1C2=C(N=CN1)N(C=C2)C